OC1CC(OC(C(C=CC(C(CC1)(C)O)O)C)/C(=C/I)/C)=O 4,7,8-Trihydroxy-12-((E)-1-iodoprop-1-en-2-yl)-7,11-dimethyloxacyclododec-9-en-2-one